FC(CO[Si](C(C)(C)C)(C1=CC=CC=C1)C1=CC=CC=C1)(COS(=O)(=O)C(F)(F)F)F trifluoromethanesulfonic acid-6,6-difluoro-2,2-dimethyl-3,3-diphenyl-4-oxa-3-silahept-7-yl ester